(S)-3-(4-((3,5-dichloro-4-(3-chloropropoxy)phenyl)sulfonyl)phenoxy)propane-1,2-diol diisooctyl-thiophosphate dodecylamine salt C(CCCCCCCCCCC)N.C(CCCCC(C)C)S(=P(O)(O)O)CCCCCC(C)C.ClC=1C=C(C=C(C1OCCCCl)Cl)S(=O)(=O)C1=CC=C(OC[C@H](CO)O)C=C1